BrC1=CC(=C(C=NS(=O)C(C)(C)C)C=C1)OC N-(4-bromo-2-methoxybenzylidene)-2-methylpropane-2-sulfinamide